(S)-methyl lactate C([C@@H](O)C)(=O)OC